molybdenum (IV) tetra(diethyl dithiocarbamate) C(C)N(C([S-])=S)CC.C(C)N(C([S-])=S)CC.C(C)N(C([S-])=S)CC.C(C)N(C([S-])=S)CC.[Mo+4]